3,3-diethyl-7-(methylthio)-1,1-dioxido-5-phenyl-2,3,4,5-tetrahydro-1,5-benzothiazepin C(C)C1(CS(C2=C(N(C1)C1=CC=CC=C1)C=C(C=C2)SC)(=O)=O)CC